2-(4-(5-chloro-2-cyanophenyl)-5-methoxy-2-oxopyridin-1(2H)-yl)-2-fluoro-N-(1-methyl-1H-indazol-5-yl)acetamide ethyl-3',5'-bis(1,2,2-triphenylvinyl)-[1,1'-biphenyl]-4-carboxylate C(C)OC(=O)C1=CC=C(C=C1)C1=CC(=CC(=C1)C(=C(C1=CC=CC=C1)C1=CC=CC=C1)C1=CC=CC=C1)C(=C(C1=CC=CC=C1)C1=CC=CC=C1)C1=CC=CC=C1.ClC=1C=CC(=C(C1)C1=CC(N(C=C1OC)C(C(=O)NC=1C=C2C=NN(C2=CC1)C)F)=O)C#N